C(CCCCCCC\C=C/CCCCCCCC)(=O)OCC(O)COC(CCCCCCC\C=C/CCCCCCCC)=O 1,3-dioleoyl-sn-glycerol